9,12-bis(tert-butoxycarbonyl)-10-(methyl-d3)-8-oxo-9,10,11,12-tetrahydro-8H-[1,4]diazepino[5',6':4,5]thieno[3,2-f]quinoline 4-oxide C(C)(C)(C)OC(=O)N1C(CN(C2=C(SC3=C2C=2C=CC=[N+](C2C=C3)[O-])C1=O)C(=O)OC(C)(C)C)C([2H])([2H])[2H]